CCCCCCCC/C=C\\C/C=C\\CCCCCCC(=O)SCCNC(=O)CCNC(=O)[C@@H](C(C)(C)COP(=O)(O)OP(=O)(O)OC[C@@H]1[C@H]([C@H]([C@@H](O1)N2C=NC3=C(N=CN=C32)N)O)OP(=O)(O)O)O The molecule is an unsaturated fatty acyl-CoA that results from the formal condensation of the thiol group of coenzyme A with the carboxy group of (8Z,11Z)-icosadienoic acid. It is an unsaturated fatty acyl-CoA and a long-chain fatty acyl-CoA. It is a conjugate acid of an (8Z,11Z)-icosadienoyl-CoA(4-).